(S)-9-fluoro-2,3-dihydro-3-methyl-10-(4-t-butoxycarbonyl-3-hydroxymethyl-1-piperazinyl)-7-oxo-(3S)-7H-pyrido[1,2,3-de]-1,4-benzoxazine-6-carboxylic acid FC=1C(=C2C=3N([C@H](CO2)C)C=C(C(C3C1)=O)C(=O)O)N1C[C@H](N(CC1)C(=O)OC(C)(C)C)CO